C(CCC)N1[C@H]2CCC3=C([C@@H]2C=2C=CC(=C(C2C1)C)O)C=C(C(=C3)O)O (6aS,12bR)-(-)-N-butyl-4-methyl-3,10,11-trihydroxy-5,6,6a,7,8,12b-hexahydrobenzo[a]phenanthridine